N-benzyl-2-([bis(furan-2-yl)-1,2,4-triazin-3-yl]sulfanyl)acetamide C(C1=CC=CC=C1)NC(CSC=1N=NC(=C(N1)C=1OC=CC1)C=1OC=CC1)=O